N-(4-(4-amino-5-(3-methoxy-4-((5-(methylamino)pyrimidin-2-yl)oxy)phenyl)pyrazolo[5,1-f][1,2,4]triazin-6-yl)phenyl)acrylamide NC1=NC=NN2C1=C(C(=N2)C2=CC=C(C=C2)NC(C=C)=O)C2=CC(=C(C=C2)OC2=NC=C(C=N2)NC)OC